C1(CC1)OC=1C=C(N=NC1)S(=O)(=O)NC(NC1=C2CCCC2=CC(=C1C1=CC=2N(C=C1)N=CC2)C)=O 5-cyclopropoxy-N-((6-methyl-5-(pyrazolo[1,5-a]pyridin-5-yl)-2,3-dihydro-1H-inden-4-yl)carbamoyl)pyridazine-3-sulfonamide